[Li].FC(F)(F)C1=CC=CC=C1 trifluoromethylbenzene, lithium salt